FC=1C=C(C=CC1F)C1=C(C=CC(=C1)F)NC(=O)C=1C(=NN(C1)C)C(F)F N-(3',4'-difluoro-5-fluorobiphenyl-2-yl)-1-methyl-3-difluoromethyl-1H-pyrazole-4-carboxamide